FC(F)S(=O)(=O)O difluoromethyl-sulfonic acid